phenylbromoselenate C1(=CC=CC=C1)O[Se](=O)(=O)Br